tert-butyl 4-[6-(2,7-dimethylindazol-5-yl)-4-oxothieno[3,2-d]pyrimidin-3-yl]piperidine-1-carboxylate CN1N=C2C(=CC(=CC2=C1)C1=CC=2N=CN(C(C2S1)=O)C1CCN(CC1)C(=O)OC(C)(C)C)C